[4-chloro-2-methyl-5-(2,2,2-trifluoroethyl)pyrimido[5,4-b]indol-8-yl]-N-methyl-methanamine ClC1=NC(=NC2=C1N(C=1C=CC(=CC21)CNC)CC(F)(F)F)C